(5-hydroxy-1,4,5,6-tetrahydropyrimidin-2-yl)-4H-pyrido[1,2-a]pyrimidin-4-one OC1CN=C(NC1)C=1N=C2N(C(C1)=O)C=CC=C2